FC=1C=C2C(=C(C=NC2=CC1OC)C#N)OC1=CC=C(C=C1)[S@](=O)(=N)C (S)-6-fluoro-7-methoxy-4-(4-(S-methylsulfonimidoyl)phenoxy)quinoline-3-carbonitrile